2,2-difluoro-3-(4-(1H-indol-3-yl)thiophen-2-yl)-3-oxopropanoic acid FC(C(=O)O)(C(=O)C=1SC=C(C1)C1=CNC2=CC=CC=C12)F